NC1C[C@H]2[C@H](CN(C2)C(=O)OC(C)(C)C)C1 tert-butyl (3aS,6aR)-5-amino-3,3a,4,5,6,6a-hexahydro-1H-cyclopenta[c]pyrrole-2-carboxylate